Methyl 3-(3-(3-cyclopropylureido)azetidin-1-yl)-2-(1H-pyrrol-1-yl)benzoate C1(CC1)NC(NC1CN(C1)C=1C(=C(C(=O)OC)C=CC1)N1C=CC=C1)=O